ClC=1C=C([C@H](C)N)C=CC1 (S)-3-chloro-α-methylbenzylamine